C(C)NC1=CC=C(C(=N1)F)C1=NN2C(OCCC2)=C1C(=O)O 2-[6-(Ethylamino)-2-fluoropyridin-3-yl]-6,7-dihydro-5H-pyrazolo[5,1-b][1,3]oxazine-3-carboxylic acid